(2S)-2-amino-3-(5-chlorothiophene-2-yl)propionic acid N[C@H](C(=O)O)CC=1SC(=CC1)Cl